2-carbonyl-methoxyethyl-dimethoxymethyl-silane C(=O)=C(C[SiH2]C(OC)OC)OC